Sodium (5-(1-cyclopropyl)-7-fluoro-3-methyl-2,3-dihydrobenzofuran-4-yl)oxymethyl Phosphate P(=O)(OCOC1=C(C=C(C2=C1C(CO2)C)F)C2CC2)([O-])[O-].[Na+].[Na+]